2-(Aminomethyl)-6-(((tert-Butoxycarbonyl)(cyclobutylmethyl)amino)methyl)-1H-indole-1-carboxylic acid tert-butyl ester C(C)(C)(C)OC(=O)N1C(=CC2=CC=C(C=C12)CN(CC1CCC1)C(=O)OC(C)(C)C)CN